NC1=C(C=2C(=NC=C(C2S1)F)C=1C2=C(C=3C=NC(=NC3C1F)N1CC(C(C1)COC)N(C)C)COC2)C#N 2-Amino-4-(3-(3-(dimethylamino)-4-(methoxymethyl)pyrrolidin-1-yl)-5-fluoro-7,9-dihydrofuro[3,4-f]quinazolin-6-yl)-7-fluorothieno[3,2-c]pyridine-3-carbonitrile